5-(2-fluoro-6-methoxyphenyl)-1-((2-(trimethylsilyl)ethoxy)methyl)-1H-benzo(d)imidazole-6-carboxamide FC1=C(C(=CC=C1)OC)C1=CC2=C(N(C=N2)COCC[Si](C)(C)C)C=C1C(=O)N